6-chloro-1-cyclopropyl-3-ethyl-N-[(4-fluorophenyl)methyl]pyrazolo[3,4-d]pyrimidin-4-amine ClC1=NC(=C2C(=N1)N(N=C2CC)C2CC2)NCC2=CC=C(C=C2)F